NC1CC(C1)NC(=O)C1=C(C=C(C=C1)NC(=O)C=1N(C(=CN1)C=1C(=NN(C1)CC#N)C(F)(F)F)C)Cl N-[4-[(3-aminocyclobutyl)carbamoyl]-3-chlorophenyl]-5-[1-(cyanomethyl)-3-(trifluoromethyl)pyrazol-4-yl]-1-methylimidazole-2-carboxamide